1-(4-((trans)-4-(4-amino-5-(4-phenoxyphenyl)-7H-pyrrolo[2,3-d]pyrimidin-7-yl)cyclohexyl)piperazin-1-yl)-2-methylpropan-2-ol NC=1C2=C(N=CN1)N(C=C2C2=CC=C(C=C2)OC2=CC=CC=C2)[C@@H]2CC[C@H](CC2)N2CCN(CC2)CC(C)(O)C